COC([C@@H](NC(=O)C=1SC(=C(C1)Cl)Cl)CC(C)C)=O N-[(4,5-dichloro-2-thienyl)carbonyl]leucine methyl ester